CC1=NOC(=C1C1=CC2=C(N(C(=N2)[C@@H]2CCC(N2C2=CC=CC=C2)=O)[C@H]2CN(CC2)S(=O)(=O)C)C=C1)C (S)-5-(5-(3,5-dimethylisoxazol-4-yl)-1-((R)-1-(methylsulfonyl)pyrrolidin-3-yl)-1H-benzo[d]imidazol-2-yl)-1-phenylpyrrolidin-2-one